2-(2,3-Difluoro-6-(2-morpholinothiazol-4-yl)phenoxy)-N-(14-((2-(2,6-dioxopiperidin-3-yl)-1,3-dioxoisoindolin-4-yl)amino)-3,6,9,12-tetraoxatetradecyl)acetamide FC1=C(OCC(=O)NCCOCCOCCOCCOCCNC2=C3C(N(C(C3=CC=C2)=O)C2C(NC(CC2)=O)=O)=O)C(=CC=C1F)C=1N=C(SC1)N1CCOCC1